C(=O)C1=C2C(=NC(=C1)C(=O)OC)C=CN2COCC[Si](C)(C)C methyl 7-formyl-1-((2-(trimethylsilyl)ethoxy)methyl)-1H-pyrrolo[3,2-b]pyridine-5-carboxylate